(S)-1-(4-(2-(3-bromo-4-((R)-3-chloro-2-hydroxypropoxy)phenyl)propan-2-yl)phenoxy)-3-(4-(hydroxymethyl)-1H-1,2,3-triazol-1-yl)propan-2-ol BrC=1C=C(C=CC1OC[C@H](CCl)O)C(C)(C)C1=CC=C(OC[C@H](CN2N=NC(=C2)CO)O)C=C1